(S)-2-(1-Cyclopropyl-3-methyl-4-oxo-1,4-dihydro-5H-pyrrolo[2,3-d]pyridazin-5-yl)-N-(1-mesitylethyl)acetamid C1(CC1)N1C=C(C2=C1C=NN(C2=O)CC(=O)N[C@@H](C)C2=C(C=C(C=C2C)C)C)C